N,N-bis(stearyloxy-ethyl)N,N-dimethylammonium chloride [Cl-].C(CCCCCCCCCCCCCCCCC)OCC[N+](C)(C)CCOCCCCCCCCCCCCCCCCCC